C(C1CO1)OC1=C(C2=CC=CC=C2C=C1)C1=C(C=CC2=CC=CC=C12)OCC1CO1 2,2'-diglycidyl-oxy-1,1'-binaphthyl